CS(=O)(C)=NC1=C(C2=C(N(C(=N2)[C@H](C2CCC(CC2)C)NC([O-])=O)COCC[Si](C)(C)C)C=C1)F [(S)-(5-{[dimethyl(oxo)-λ6-sulfanylidene]amino}-4-fluoro-1-[2-(trimethylsilyl)ethoxymethyl]benzimidazol-2-yl)(4-methylcyclohexyl)methyl]carbamate